5-[(E)-2-cyclopropylvinyl]-N-[4-[(6,7-dimethoxy-1,5-naphthyridin-4-yl)oxy]-3-fluorophenyl]-1,2,6-trimethyl-4-oxopyridine-3-carboxamide C1(CC1)/C=C/C=1C(C(=C(N(C1C)C)C)C(=O)NC1=CC(=C(C=C1)OC1=CC=NC2=CC(=C(N=C12)OC)OC)F)=O